(S)-4-benzyl-oxazolidinone C(C1=CC=CC=C1)[C@@H]1NC(OC1)=O